C(C)OCN1C(N(C2C1NC(N2COCC)=O)COCC)=O 1,3,4-tri-ethoxymethyl-tetrahydro-imidazo[4,5-d]imidazole-2,5-dione